Tert-butyl 6-(4-chloro-2-(trimethylsilyl)-1H-pyrrolo[2,3-b]pyridin-3-yl)-2H-benzo[b][1,4]oxazine-4(3H)-carboxylate ClC1=C2C(=NC=C1)NC(=C2C2=CC1=C(OCCN1C(=O)OC(C)(C)C)C=C2)[Si](C)(C)C